CO[Si](OC)(OC)CCCNCCNCCN Trimethoxysilylpropyldiethylenetriamin